trans-dec-4-ene CCC\C=C\CCCCC